ClC=1C=CC=C2C(=C(C(N(C12)C)=O)C#N)N1CCC(CC1)(C=1OC2=C(N1)C=C(C=C2)C)C 8-chloro-1-methyl-4-[4-methyl-4-(5-methyl-1,3-benzoxazol-2-yl)piperidin-1-yl]-2-oxo-1,2-dihydroquinoline-3-carbonitrile